4-(6-amino-3-pyridinyl)piperazine-1-carboxylic acid tert-butyl ester C(C)(C)(C)OC(=O)N1CCN(CC1)C=1C=NC(=CC1)N